N-{[4-({[6-(1,3-Dihydro-2H-isoindol-2-ylmethyl)-4-oxo-4H-pyran-3-yl]oxy}-methyl)cyclohexyl](methyl)oxido-λ6-sulfanylidene}-4-methylbenzenesulfonamide C1N(CC2=CC=CC=C12)CC1=CC(C(=CO1)OCC1CCC(CC1)S(=NS(=O)(=O)C1=CC=C(C=C1)C)(=O)C)=O